(S)-(7-(3,4-dimethoxy-phenyl)pyrazolo[1,5-a]pyrimidin-2-yl)(3-methyl-4-(pyrimidine-2-carbonyl)piperazin-1-yl)methanone COC=1C=C(C=CC1OC)C1=CC=NC=2N1N=C(C2)C(=O)N2C[C@@H](N(CC2)C(=O)C2=NC=CC=N2)C